di-(2,2,2-trifluoroethyl)carbonate FC(COC(OCC(F)(F)F)=O)(F)F